BrC1=C(C=C(N(C2=CC=C(C=C2)C(C)(C)C)C2=CC=C(C=C2)C(C)(C)C)C=C1C)C 4-bromo-N,N-bis(4-(tert-butyl)phenyl)-3,5-dimethylaniline